NC1=NC=C(C=N1)C1=C(C=2N=CN=C(C2N1C1=CC(=C(C=C1)OCC1=CC=CC=C1)F)NCC1=CC=C(C=C1)OC)C 6-(2-aminopyrimidin-5-yl)-5-(4-(benzyloxy)-3-fluorophenyl)-N-(4-methoxybenzyl)-7-methyl-5H-pyrrolo[3,2-d]pyrimidin-4-amine